1-{4-[4-({(1R)-1-[3-(1,1-difluoro-2-hydroxy-2-methylpropyl)-2-fluorophenyl]ethyl}amino)-2,7-dimethylpyrido[2,3-d]pyrimidin-6-yl]piperidin-1-yl}ethan-1-one FC(C(C)(C)O)(F)C=1C(=C(C=CC1)[C@@H](C)NC=1C2=C(N=C(N1)C)N=C(C(=C2)C2CCN(CC2)C(C)=O)C)F